O[C@]1(CS(CC1)(=O)=O)CC(=O)O |r| racemic-2-(3-hydroxy-1,1-dioxotetrahydrothiophen-3-yl)acetic acid